CC1=CC=C(C(=O)NC=2C=CC=C(C2)C2=CC=CC=C2)C=C1 5-(4-METHYL-BENZOYLAMINO)-BIPHENYL